C(=O)(OC(C)(C)C)N mono-N-Boc-amine